NC1=CC(=C(C(=O)NC=2C=C3C(=C(N2)N2CCC(CC2)(F)F)OC=C3)C=C1)N1CCC3(CC3)CC1 4-amino-N-(7-(4,4-difluoropiperidin-1-yl)furo[2,3-c]pyridin-5-yl)-2-(6-azaspiro[2.5]octan-6-yl)benzamide